FC(CC(C(=O)O)(C)C)(F)F 4,4,4-trifluoro-2,2-dimethyl-butyric acid